[Na+].P(=O)([O-])([O-])[O-].C(C(=O)O)(=O)O.[Na+].[Na+] oxalic acid phosphate sodium salt